CC=1C=C(C=CC1OC1=CC2=C(N(C=N2)C)C=C1)NC1=NC=NC=C1N1CC2(CN(C2)C(=O)OC(C)(C)C)C1 tert-Butyl 6-(4-((3-methyl-4-((1-methylbenzimidazol-5-yl)oxy)phenyl)amino)pyrimidin-5-yl)-2,6-diazaspiro[3.3]heptane-2-carboxylate